2-fluoro-6-hydroxy-N-phenyl-2-(trifluoromethyl)hexanamide FC(C(=O)NC1=CC=CC=C1)(CCCCO)C(F)(F)F